2-(6-(4-methylpiperazin-1-yl)pyridin-3-yl)-N4-(3-methyl-2-oxo-2,3-dihydrobenzo[d]oxazol-5-yl)-5-fluoropyrimidine-2,4-diamine CN1CCN(CC1)C1=CC=C(C=N1)C1(NC=C(C(=N1)NC=1C=CC2=C(N(C(O2)=O)C)C1)F)N